2-amino-3,5-difluoro-6-methoxybenzoic acid NC1=C(C(=O)O)C(=C(C=C1F)F)OC